((5-(1-methyl-1H-pyrazol-5-yl)pyridin-2-yl)methyl)carbamic acid tert-butyl ester C(C)(C)(C)OC(NCC1=NC=C(C=C1)C1=CC=NN1C)=O